CN1CCC2=CC(=CC=C12)NC(NC(C(=O)N)CC1=CC=CC=C1)=O 2-(3-(1-methylindolin-5-yl)ureido)-3-phenylpropanamide